tert-butyl N-[5-[[2-(2-Isopropyl-5-methyl-1-piperidyl)-2-oxo-acetyl]amino]-3-methyl-2-pyridyl]carbamate C(C)(C)C1N(CC(CC1)C)C(C(=O)NC=1C=C(C(=NC1)NC(OC(C)(C)C)=O)C)=O